N-((3R,4S)-4-((6-(2,6-dichloro-3,5-di-methoxyphenyl)-8-((2-(isopropylthio)eth-yl)amino)pyrido[3,4-d]pyrimidin-2-yl)amino)tetrahydrofuran-3-yl)acrylamide ClC1=C(C(=C(C=C1OC)OC)Cl)C1=CC2=C(N=C(N=C2)N[C@H]2[C@H](COC2)NC(C=C)=O)C(=N1)NCCSC(C)C